4-[1-(4-chloro-2-fluorophenyl)piperidin-4-yl]-1-methyl-1H-imidazol ClC1=CC(=C(C=C1)N1CCC(CC1)C=1N=CN(C1)C)F